(4-(1,3-difluoropropan-2-yl)morpholin-2-yl)methanamine FCC(CF)N1CC(OCC1)CN